ClC=1C(=NC(=NC1)NC1CCOCC1)C1=CC=C2CN(C(C2=C1)=O)C(C(=O)N[C@H](C)C1=CC(=CC=C1)OC)COC 2-(6-(5-chloro-2-((oxacyclohex-4-yl)amino)pyrimidin-4-yl)-1-oxoisoindolin-2-yl)-3-methoxy-N-((R)-1-(3-methoxyphenyl)ethyl)propanamide